C(C)N1CC2=C(CC1)C=CS2 6-Ethyl-4,5,6,7-tetrahydrothieno[2,3-c]pyridine